7-{3-[(2-ethoxyethyl)carbamoyl]azetidin-1-yl}-6-fluoro-1-[3-(morpholin-4-yl)-1,2,4-thiadiazol-5-yl]-4-oxo-1,4-dihydro-1,8-naphthyridine-3-carboxylic acid C(C)OCCNC(=O)C1CN(C1)C1=C(C=C2C(C(=CN(C2=N1)C1=NC(=NS1)N1CCOCC1)C(=O)O)=O)F